4-(3-fluoro-4-(4,4,5,5-tetramethyl-1,3,2-dioxaborolan-2-yl)benzyl)piperazin-2-one FC=1C=C(CN2CC(NCC2)=O)C=CC1B1OC(C(O1)(C)C)(C)C